(2S)-6-[(tert-butoxycarbonyl)amino]-2-[[(9H-fluoren-9-ylmethoxy)carbonyl]amino]hexanoic acid C(C)(C)(C)OC(=O)NCCCC[C@@H](C(=O)O)NC(=O)OCC1C2=CC=CC=C2C=2C=CC=CC12